[Na+].N[C@@H](CCC(=O)[O-])C(=O)[O-].[Na+] glutamic acid-sodium salt